BrC1=CC(=C(C=C1)C(C(=O)N)=NO)C (4-bromo-2-methylphenyl)-2-(hydroxyimino)acetamide